bis(3,6,8-tri-tert-butyl-2-naphthyl) (4-benzoylphenyl) phosphite P(OC1=CC2=C(C=C(C=C2C=C1C(C)(C)C)C(C)(C)C)C(C)(C)C)(OC1=CC2=C(C=C(C=C2C=C1C(C)(C)C)C(C)(C)C)C(C)(C)C)OC1=CC=C(C=C1)C(C1=CC=CC=C1)=O